N-[2-(1-benzylpiperidin-4-yl)ethyl]-1-(4-methoxyphenyl)piperidine-4-carboxamide C(C1=CC=CC=C1)N1CCC(CC1)CCNC(=O)C1CCN(CC1)C1=CC=C(C=C1)OC